O(C1=CC=CC=C1)C1=CC=C(C=C1)C1=NN2C(NCC[C@H]2C2CCNCC2)=C1C(=O)N (S)-2-(4-phenoxyphenyl)-7-(piperidin-4-yl)-4,5,6,7-tetrahydro-pyrazolo[1,5-a]pyrimidine-3-carboxamide